C(#N)C1(CC12CC2)C=2C=C1C=C(N=CC1=CC2)NC(=O)C2C(C2)C(C)(C)O N-(6-(1-cyanospiro[2.2]pentan-1-yl)isoquinolin-3-yl)-2-(2-hydroxypropan-2-yl)cyclopropane-1-carboxamide